C(C)OCC1=CC(=C(C(=C1)OC)C1=C2C=CC=NC2=C(C=C1)CCC(=O)O)OC 3-(5-(4-(ethoxymethyl)-2,6-dimethoxyphenyl)quinolin-8-yl)propionic acid